ClC1=C2C(=C(N=N1)Cl)N(CCC2)C 5,8-dichloro-1-methyl-3,4-dihydro-2H-pyrido[2,3-d]pyridazine